3-(2-hydroxy-prop-2-yl)benzoic acid OC(C)(C)C=1C=C(C(=O)O)C=CC1